bis-(t-butylphenyl)iodonium benzenesulfonate C1(=CC=CC=C1)S(=O)(=O)[O-].C(C)(C)(C)C1=C(C=CC=C1)[I+]C1=C(C=CC=C1)C(C)(C)C